(S)-6-((4-(6-((4-chloro-2-fluorobenzyl)oxy)-3,5-difluoropyridin-2-yl)piperidin-1-yl)methyl)-7-(oxetan-2-ylmethyl)-7H-imidazo[4,5-c]pyridazine-3-carboxamide ClC1=CC(=C(COC2=C(C=C(C(=N2)C2CCN(CC2)CC2=NC3=C(N=NC(=C3)C(=O)N)N2C[C@H]2OCC2)F)F)C=C1)F